ClCC(CCl)OP(=O)(OC(CCl)CCl)OC(CCl)CCl.BrC=1C=C(C=CC1C)C(=O)C1CC1 (3-Bromo-4-methylphenyl)(cyclopropyl)methanone tris(2-chloro-1-(chloromethyl)ethyl)phosphate